(R)-1-(3-(6-chloro-7-fluoro-5-methoxy-1-methyl-3-(1H-pyrazol-4-yl)-1H-indol-2-yl)-1H-1,2,4-triazol-5-yl)-2-methoxyethan-1-ol ClC1=C(C=C2C(=C(N(C2=C1F)C)C1=NNC(=N1)[C@H](COC)O)C=1C=NNC1)OC